Silver(I) 2-ethylhexanoate C(C)C(C(=O)[O-])CCCC.[Ag+]